F[C@H]1[C@@H](C1)S(=O)(=O)C=1N=C2N(N1)CCC2 2-[(1R,2R)-2-fluorocyclopropyl]sulfonyl-6,7-dihydro-5H-pyrrolo[1,2-b][1,2,4]triazole